FC1=C(CN2N=C(N=C2)C2=CC=CC(=N2)C(C)=O)C=C(C=C1)OC(F)(F)F 1-(6-(1-(2-fluoro-5-(trifluoromethoxy)benzyl)-1H-1,2,4-triazol-3-yl)pyridin-2-yl)ethan-1-one